2-amino-N-(4-methylpyridin-3-yl)-5-(trifluoromethyl)benzamide NC1=C(C(=O)NC=2C=NC=CC2C)C=C(C=C1)C(F)(F)F